1-(4-(1-(4-bromophenyl)-cyclobutyl)thiazol-2-yl)-3-(2-hydroxyethyl)urea BrC1=CC=C(C=C1)C1(CCC1)C=1N=C(SC1)NC(=O)NCCO